4-Bromo-6-chloro-3-(2-chloro-5-fluorophenyl)-9-fluoro-2-(4-methoxybenzyl)-2,3-dihydro-1H-pyrrolo[3,4-f]isoquinolin-1-one BrC1=C2C(=C3C(=CN=C(C3=C1)Cl)F)C(N(C2C2=C(C=CC(=C2)F)Cl)CC2=CC=C(C=C2)OC)=O